(R)-4-(2-(6-chloro-7-fluoroimidazo[1,2-a]pyridin-3-yl)pyrimidin-4-yl)-1-cyclopropylpiperazine-2-carboxamide ClC=1C(=CC=2N(C1)C(=CN2)C2=NC=CC(=N2)N2C[C@@H](N(CC2)C2CC2)C(=O)N)F